2-(4-(2-(2-hydroxypropan-2-yl)-7-((5-methoxy-7-methyl-1H-indol-4-yl)methyl)-7-azaspiro[3.5]nonan-6-yl)phenyl)propan-2-ol OC(C)(C)C1CC2(C1)CC(N(CC2)CC2=C1C=CNC1=C(C=C2OC)C)C2=CC=C(C=C2)C(C)(C)O